FC1([C@@H](CNC1)OC=1C=C2CN(C(C2=CC1)=O)[C@@H]1C(NC(CC1)=O)=O)F (S)-3-(5-(((R)-4,4-difluoropyrrolidin-3-yl)oxy)-1-oxoisoindolin-2-yl)piperidine-2,6-dione